OC1=CC=C(C=C1)CCNC(=O)CCCOCCOCCOCCOCCOCCOCCOCCOCC N-(4-hydroxyphenylethyl)-3,6,9,12,15,18,21,24-octaoxaheptacosan-27-carboxamide